CC=1OC2=C(C1C(=O)O)C=C(C=C2)OCC=2N=C(SC2)C 2-methyl-5-((2-methylthiazol-4-yl)methoxy)benzofuran-3-carboxylic acid